ClC=1C=C2C(N(C(=NC2=CC1)[C@H](CCC)N1CCN(C[C@H](C1)C)C)CC)=O 6-chloro-2-((S)-1-((R)-4,6-dimethyl-1,4-diazepan-1-yl)butyl)-3-ethylquinazolin-4(3H)-one